tert-Butyl N-[2-(4,8-difluoro-6-formyl-6,7-dihydro-5H-cyclopenta[f]benzotriazol-1-yl)ethyl]carbamate FC1=C2C(=C(C=3N(N=NC31)CCNC(OC(C)(C)C)=O)F)CC(C2)C=O